BrC1=C(C(=C(C=2C3=C(C(=C(C(=C3N(C12)C1=CC=CC=C1)[2H])[2H])[2H])[2H])[2H])[2H])[2H] 1-bromo-9-phenyl-9H-carbazole-2,3,4,5,6,7,8-d7